2-[(2R,5S)-2-[2-[(Dimethylamino)methyl]-1,3-benzothiazol-5-yl]-5-methyl-1-piperidyl]-2-oxo-N-(1-tetrahydropyran-2-ylpyrazolo[4,3-c]pyridin-7-yl)acetamide CN(C)CC=1SC2=C(N1)C=C(C=C2)[C@@H]2N(C[C@H](CC2)C)C(C(=O)NC=2C1=C(C=NC2)C=NN1C1OCCCC1)=O